C(=C)N1N=NC2=C1C=CC(=C2C)C(CC(=O)OCC)C2=CC(=C(C=C2)C)CN2S(OC1=C(C2)C=C(C=C1)O)(=O)=O ethyl 3-(1-ethenyl-4-methyl-1H-benzotriazol-5-yl)-3-{3-[(6-hydroxy-2,2-dioxo-2H-1,2λ6,3-benzoxathiazin-3(4H)-yl)methyl]-4-methylphenyl}propanoate